BrC=1C=C2N=C(C=3N(C2=C(C1)F)C=CN3)C3=CC=C(C=C3)C(C)(C)C 7-bromo-4-(4-(tert-butyl)phenyl)-9-fluoroimidazo[1,2-a]quinoxaline